(2S)-2-(isochroman-1-yl)pyrrolidine C1(OCCC2=CC=CC=C12)[C@H]1NCCC1